5-fluoro-N-((3R,4R)-3-fluoro-1-(methylsulfonyl)piperidin-4-yl)-7-(pyridin-2-yl)pyrrolo[2,1-f][1,2,4]triazin-2-amine FC=1C=C(N2N=C(N=CC21)N[C@H]2[C@@H](CN(CC2)S(=O)(=O)C)F)C2=NC=CC=C2